OC1=NC=C(C(=N1)O)P(C)(C)=O (2,4-dihydroxypyrimidin-5-yl)dimethylphosphine oxide